FC(OC1=CC=C(C=N1)C1=NN(C(C=C1)=O)CC=1C=NC=C(C#N)C1)F 5-((3-(6-(difluoromethoxy)pyridin-3-yl)-6-oxopyridazin-1(6H)-yl)methyl)nicotinonitrile